(S)-2-(4-(6-((5-(1-(difluoromethyl)-1H-pyrazol-4-yl)thiazol-2-yl)methoxy)pyridin-2-yl)-2-fluoro-5-methylbenzyl)-1-(oxetan-2-ylmethyl)-1H-benzo[d]imidazole-6-carboxylic acid FC(N1N=CC(=C1)C1=CN=C(S1)COC1=CC=CC(=N1)C1=CC(=C(CC2=NC3=C(N2C[C@H]2OCC2)C=C(C=C3)C(=O)O)C=C1C)F)F